N1CC(C1)N1CCN(CC1)C=1C=C2C(N(C(C2=CC1)=O)C1C(NC(CC1)=O)=O)=O 5-(4-(azetidin-3-yl)piperazin-1-yl)-2-(2,6-dioxopiperidin-3-yl)isoindoline-1,3-dione